NC1CCC(CC1)NC1=NC2=C(C=C(C=C2C=N1)C1=CC(=NN1)NS(=O)(=O)C1=C(C=CC=C1)Cl)CC N-(5-(2-(((1r,4r)-4-aminocyclohexyl)amino)-8-ethylquinazolin-6-yl)-1H-pyrazol-3-yl)-2-chloro-benzenesulfonamide